3-methyl-(4,4'-bipyridine)-2-carboxamide CC=1C(=NC=CC1C1=CC=NC=C1)C(=O)N